N,N'-dicyclohexyl-barbituric acid C1(CCCCC1)N1C(=O)N(C(=O)CC1=O)C1CCCCC1